C(C)(C)(C)C1=C(C(=C(C(=C1)C)B1OC(C(O1)(C)C)(C)C)F)F 2-(4-tert-butyl-2,3-difluoro-6-methyl-phenyl)-4,4,5,5-tetramethyl-1,3,2-dioxaborolane